N-((R)-1-cyclopropylpiperidin-3-yl)-2-(8-isopropyl-5-oxothieno[3',2':4,5]pyrrolo[1,2-d][1,2,4]triazin-6(5H)-yl)propanamide formate C(=O)O.C1(CC1)N1C[C@@H](CCC1)NC(C(C)N1N=C(N2C(C1=O)=CC1=C2SC=C1)C(C)C)=O